chromane-4-carboxylic acid O1CCC(C2=CC=CC=C12)C(=O)O